3,5-di(trifluoromethyl)phenyl-phosphine oxide FC(C=1C=C(C=C(C1)C(F)(F)F)[PH2]=O)(F)F